BrC=1C=C(C=CC1N1CC(NCC1)(C)C)C=1C(=C(C(=O)N)C=CC1)NC1=C(C=CC=C1C)Cl (3-bromo-4-(3,3-dimethylpiperazin-1-yl)phenyl)-2-((2-chloro-6-methylphenyl)amino)benzamide